C1=CC=CC2=C1C1=C(P(O2)=O)C=CC=C1 6H-dibenzo[c,e][1,2]oxaphosphinine-6-oxide